butyl 4-[(6-amino-3-pyridyl)methyl]piperidine-1-carboxylate NC1=CC=C(C=N1)CC1CCN(CC1)C(=O)OCCCC